(3S,4r,5R)-3,4,5-tris(benzyloxy)-1-((4-fluoro-1-(2-(trifluoromethyl)phenyl)piperidin-4-yl)methyl)piperidine C(C1=CC=CC=C1)O[C@H]1CN(C[C@H](C1OCC1=CC=CC=C1)OCC1=CC=CC=C1)CC1(CCN(CC1)C1=C(C=CC=C1)C(F)(F)F)F